O1CCC(=CC1)C1=CC(=C2CNCC2=C1)C=1C=CC=C2C=C(N=CC12)C=1C=CC(=NC1)C(=O)OC methyl 5-(8-(6-(3,6-dihydro-2H-pyran-4-yl)isoindolin-4-yl)isoquinolin-3-yl)picolinate